N1=C(C=CC=C1)CN(CC1=NC=CC=C1)CC1=NC=CC=C1.[Cu] copper tris(2-pyridylmethyl)amine